4-(vinyl-d3)aniline C(=C([2H])[2H])(C1=CC=C(N)C=C1)[2H]